(2R,3R,4S,5R)-2-(4-amino-7H-pyrrolo[2,3-d]pyrimidin-7-yl)-5-((R)-bicyclo[4.2.0]octa-1(6),2,4-trien-3-yl(hydroxy)methyl)tetrahydrofuran-3,4-diol NC=1C2=C(N=CN1)N(C=C2)[C@@H]2O[C@@H]([C@H]([C@H]2O)O)[C@H](O)C2=CC=1CCC1C=C2